1,4-diamino-2-isobutyl-cyclohexane NC1C(CC(CC1)N)CC(C)C